3,3-dithiodipropionic acid dimethyl ester COC(=O)CCSSCCC(=O)OC